tert-butyl N-[4-[4-[2-[1-(2,6-dioxo-3-piperidyl)-3-methyl-2-oxo-benzimidazol-5-yl] ethynyl]piperidine-1-carbonyl]-1-bicyclo[2.2.2]octanyl]carbamate O=C1NC(CCC1N1C(N(C2=C1C=CC(=C2)C#CC2CCN(CC2)C(=O)C21CCC(CC2)(CC1)NC(OC(C)(C)C)=O)C)=O)=O